α,α,α',α'-tetramethyl-xylene diisocyanate [N-]=C=O.[N-]=C=O.CC(C=1C(=CC=CC1)C(C)C)C